FC(C(=O)O)(F)F.C1(CC12CCNCC2)C#N 6-aza-spiro[2.5]octane-1-carbonitrile trifluoroacetic acid salt